(R)-3-(4-Fluoro-2-methylphenoxy)-N-(1-(methylsulfonyl)piperidin-3-yl)-6-(trifluoromethyl)pyridazine-4-carboxamide FC1=CC(=C(OC=2N=NC(=CC2C(=O)N[C@H]2CN(CCC2)S(=O)(=O)C)C(F)(F)F)C=C1)C